CC(S(=O)(=O)C1=CC=C(C)C=C1)[N+]#[C-] 1-METHYL-1-TOSYLMETHYL ISOCYANIDE